ethanolactam C1(CN1)=O